S(N)(OC1=C(C=CC=C1)C(=O)N1CCC2=CC(=CC=C12)SCC1=CC=CC=C1)(=O)=O 2-(5-(benzylthio)indoline-1-carbonyl)phenyl sulfamate